8-chloro-6-(3-isopropyl-5-(1-((1-methyl-1H-1,2,3-triazol-4-yl)methyl)piperidin-4-yl)-1H-indol-2-yl)-7-methyl-[1,2,4]triazolo[4,3-a]pyridine ClC=1C=2N(C=C(C1C)C=1NC3=CC=C(C=C3C1C(C)C)C1CCN(CC1)CC=1N=NN(C1)C)C=NN2